C(CCCCCCCCCCCCCCC)C(C(=O)O)CCCCCCCCCCCCCCCC Hexadecyl-stearic acid